5-(2-fluoro-6-hydroxy-3-(5-(methoxymethyl)-2,5-dihydro-1H-pyrrol-3-yl)phenyl)-1,2,5-thiadiazolidin-3-one 1,1-dioxide FC1=C(C(=CC=C1C=1CNC(C1)COC)O)N1CC(NS1(=O)=O)=O